COC(=O)C=1SC=C(C1N)Cl 3-Amino-4-chlorothiophene-2-carboxylic acid methyl ester